(1-(2-((allyloxy)carbonyl)benzo[b]thiophen-5-yl)-1-fluoroethyl)phosphonic acid C(C=C)OC(=O)C1=CC2=C(S1)C=CC(=C2)C(C)(F)P(O)(O)=O